3-(2-Hydroxyphenyl)-9H-xanthen-1-ol OC1=C(C=CC=C1)C=1C=C(C=2CC3=CC=CC=C3OC2C1)O